6-((6-methoxypyridin-3-yl)methyl)-3-(5-(4,4,5,5-tetramethyl-1,3,2-dioxaborolan-2-yl)pyridin-2-yl)-3,6-diazaBicyclo[3.1.1]Heptane COC1=CC=C(C=N1)CN1C2CN(CC1C2)C2=NC=C(C=C2)B2OC(C(O2)(C)C)(C)C